IC1=CC=C(C=C1)C1=NN=C2SCCCN21 3-(4-iodophenyl)-6,7-dihydro-5H-[1,2,4]triazolo[3,4-b][1,3]thiazine